BrC=1C(=CC(=C(C1)NC(OC(C)(C)C)=O)C(C(F)(F)F)=O)Cl tert-butyl (5-bromo-4-chloro-2-(2,2,2-trifluoroacetyl)phenyl)carbamate